ClC=1N(C(=C(N1)C1=CC=C(C=C1)Cl)C1=CC(=NC=C1)C(F)F)CC(=O)OC(C)(C)C tert-butyl 2-[2-chloro-4-(4-chlorophenyl)-5-[2-(difluoromethyl)-4-pyridyl]imidazol-1-yl]acetate